FC(C(=O)O)(C1=CC(=CC=C1)F)F 2,2-difluoro-2-(3-fluorophenyl)acetic acid